4-(2-chloro-6-morpholinopyrimidin-4-yl)-3-methylmorpholine ClC1=NC(=CC(=N1)N1C(COCC1)C)N1CCOCC1